(R)-8-(4-chloro-2-fluorophenyl)-2,3-dimethyl-6-(2-(2-methylpyridin-4-yl)morpholino)pyrido[3,4-d]pyrimidin-4(3H)-one ClC1=CC(=C(C=C1)C1=NC(=CC2=C1N=C(N(C2=O)C)C)N2C[C@H](OCC2)C2=CC(=NC=C2)C)F